O1C(CCCC1)N1N=CC=C1C1=CC=C(C=N1)N 6-(2-tetrahydropyran-2-ylpyrazol-3-yl)pyridin-3-amine